ClC=1C=C(C=O)C=C(C1)C(C)(C)O 3-chloro-5-(2-hydroxy-prop-2-yl)benzaldehyde